5-(4,4,5,5-tetramethyl-1,3,2-dioxaborolan-2-yl)indan-4-ol CC1(OB(OC1(C)C)C1=C(C=2CCCC2C=C1)O)C